COC(=O)C=1N=C2N(C=C(C=C2)N)C1 6-Aminoimidazo[1,2-a]pyridine-2-carboxylic acid methyl ester